tert-Butyl (4S)-4-[3-[[6-[(2-fluoro-8,8-dimethyl-5,6-dihydropyrano[3,4-b]pyridine-3-carbonyl)sulfamoyl]-2-pyridyl]amino]-3-(2-pyridyl)propyl]-2,2-dimethyl-pyrrolidine-1-carboxylate FC1=C(C=C2C(=N1)C(OCC2)(C)C)C(=O)NS(=O)(=O)C2=CC=CC(=N2)NC(CC[C@H]2CC(N(C2)C(=O)OC(C)(C)C)(C)C)C2=NC=CC=C2